FC1=CC(=C(C=C1C1=NC=NC(=C1)OC)O)C1=NC=C(N=C1)N(C)[C@@H]1[C@@H]([C@H]2CC[C@@H](C1)N2)F 4-fluoro-2-(5-(((1R,2R,3S,5S)-2-fluoro-8-azabicyclo[3.2.1]octan-3-yl)(methyl)amino)pyrazin-2-yl)-5-(6-methoxypyrimidin-4-yl)phenol